((1r,4r)-4-((2,2-difluoropropyl)amino)cyclohexyl)-5-(1H-imidazol-1-yl)-1H-pyrazolo[3,4-c]pyridine-7-carboxamide FC(CNC1CCC(CC1)N1N=CC=2C1=C(N=C(C2)N2C=NC=C2)C(=O)N)(C)F